ClC1=NNC2=NC=CC(=C21)C=2C(=NN1C2OCC2(C1)CC2)C2=NC=C(C=C2)F 3'-(3-Chloro-1H-pyrazolo[3,4-b]pyridin-4-yl)-2'-(5-fluoropyridin-2-yl)-5'H,7'H-spiro[cyclopropane-1,6'-pyrazolo[5,1-b][1,3]oxazine]